(4-chlorobenzyl)-7-(1-(2-oxo-2H-chromen-8-yl)-1H-1,2,3-triazole-4-yl)-1H-indole ClC1=CC=C(CN2C=CC3=CC=CC(=C23)C=2N=NN(C2)C=2C=CC=C3C=CC(OC23)=O)C=C1